(E)-7-Styrylimidazo[1,2-a]pyridine C(=C\C1=CC=CC=C1)/C1=CC=2N(C=C1)C=CN2